1-(4-methylphenylsulfonyl)-1H-indole-3-carbaldehyde CC1=CC=C(C=C1)S(=O)(=O)N1C=C(C2=CC=CC=C12)C=O